(R)-N-((3,4-dichlorophenyl)(2-(trifluoromethyl)pyrimidin-5-yl)methyl)-2-methylpropan-2-sulfinamide ClC=1C=C(C=CC1Cl)C(N[S@](=O)C(C)(C)C)C=1C=NC(=NC1)C(F)(F)F